C(C1=CC=CC=C1)OC1=NC(=CC=C1C1=NN(C2=CC(=CC=C12)N1CCC(CC1)[C@@H](C)N1CCC2(CCN(CC2)C(=O)OC(C)(C)C)CC1)C)OCC1=CC=CC=C1 tert-butyl (R)-9-(1-(1-(3-(2,6-bis(benzyloxy)pyridin-3-yl)-1-methyl-1H-indazol-6-yl)piperidin-4-yl)ethyl)-3,9-diazaspiro[5.5]undecane-3-carboxylate